C1CC12NCC[C@@H](C2)N2CCC1=C2N=NC(=C1)C=1C(=CC2=C(C(=CC(O2)=O)C)C1)O 6-{7-[(7S)-4-azaspiro[2.5]oct-7-yl]-6,7-dihydro-5H-pyrrolo[2,3-c]pyridazin-3-yl}-7-hydroxy-4-methyl-2H-1-benzopyran-2-one